4-((3-(5-Fluoropyrimidin-2-yl)-2-methoxyphenyl)amino)-N-methyl-2-((2-methylpyridin-4-yl)amino)pyrimidine FC=1C=NC(=NC1)C=1C(=C(C=CC1)NC1=NC(N(C=C1)C)NC1=CC(=NC=C1)C)OC